N1N=C(C(C=C1)=O)C(=O)O 1,4-dihydropyridazine-4-one-3-carboxylic acid